4-bromo-2-fluorobenzimidate hydrochloride Cl.BrC1=CC(=C(C(O)=N)C=C1)F